Methyl 4-amino-5-(2-((t-butoxycarbonyl) amino) ethoxy)-2-chloro-3-iodobenzoate NC1=C(C(=C(C(=O)OC)C=C1OCCNC(=O)OC(C)(C)C)Cl)I